[5-(azetidin-3-yl)-2-pyridinyl]-3-ethyl-N-methyl-pyridin-2-amine N1CC(C1)C=1C=CC(=NC1)C1=C(C(=NC=C1)NC)CC